Ethyl 2-(5-(6-cyclopropylquinolin-4-yl) thiophen-2-ylsulfanyl)-2-methylpropionate C1(CC1)C=1C=C2C(=CC=NC2=CC1)C1=CC=C(S1)SC(C(=O)OCC)(C)C